C(CC(O)(C(=O)O)CC(=O)O)(=O)O.FC1=CC=C(S1)CC[C@@]1(CN(CC1)C(C)(C)C=1C=NC(=CC1)C)[C@@H]1CNC(O1)=O |o1:21| (R)-5-((R or S)-3-(2-(5-fluoro-thiophen-2-yl)ethyl)-1-(2-(6-methylpyridin-3-yl)propan-2-yl)pyrrolidin-3-yl)oxazolidin-2-one citrate